methyl 5-bromo-3-fluoro-2-iodobenzoate BrC=1C=C(C(=C(C(=O)OC)C1)I)F